7-FLUORO-4-HYDROXYINDOLE-3-CARBOXALDEHYDE FC=1C=CC(=C2C(=CNC12)C=O)O